2,3-Dihydro[1,4]dioxino[3,2-b]pyridine O1CCOC2=NC=CC=C21